hexylcyclopropanecarboxylic acid C(CCCCC)C1(CC1)C(=O)O